7-amino-4-hydroxy-3-((2-methoxy-5-methyl-4-((4-sulfophenyl)diazenyl)phenyl)diazenyl)naphthalene-2-sulfonic acid NC1=CC=C2C(=C(C(=CC2=C1)S(=O)(=O)O)N=NC1=C(C=C(C(=C1)C)N=NC1=CC=C(C=C1)S(=O)(=O)O)OC)O